propanediylbis(oxymethylene)bis-(3-ethyloxetane) C(CCOCC1OCC1CC)OCC1OCC1CC